C1=CC(=CC=C1C2=C3C=CC4=C(C=CN=C4C3=NC=C2)C5=CC=C(C=C5)S(=O)(=O)[O-])S(=O)(=O)[O-].[Na+].[Na+] The molecule is an organic sodium salt having 4,7-diphenyl-1,10-phenanthroline 4',4''-disulfonate as the counterion. It has a role as an iron chelator. It contains a 4,7-diphenyl-1,10-phenanthroline 4',4''-disulfonate.